4-oxobutanoic acid trifluoroacetate FC(C(=O)O)(F)F.O=CCCC(=O)O